O1C=NC2=C1C=C(C=C2)\C=C\2/N=C(NC2=O)NC21CC3(CC(CC(C2)C3)C1)O (4Z)-4-(1,3-benzoxazol-6-ylmethylene)-2-[(3-hydroxy-1-adamantyl)amino]-1H-imidazol-5-one